COC(=O)C=1OC(=CC1)C(=O)OC 2,5-Furandicarboxylic acid dimethyl ester